N-[2-(2-cyclopropyl-7,8-dihydro-6H-indeno[5,4-d][1,3]oxazol-8-yl)ethyl]acetamide C1(CC1)C=1OC2=C(N1)C=CC=1CCC(C12)CCNC(C)=O